ClC=1C=2C(C3=NC=CC(=C3OC2C=CC1)C1=CC=C(C=C1)N1CCN(CC1)C(=O)OC(C)(C)C)=O tert-butyl 4-(4-(9-chloro-10-oxo-10H-chromeno[3,2-b]pyridin-4-yl)phenyl)piperazine-1-carboxylate